3-chloro-5-(2,6-difluorophenyl)-6H-pyrazolo[1,5-a][1,3,5]benzotriazepine-9-carboxylic acid ClC=1C=NN2C1N=C(NC1=C2C=C(C=C1)C(=O)O)C1=C(C=CC=C1F)F